NC1=CC=C(C=C1)OC1=C2C=CC(OC2=CC(=C1)OC1=CC=C(C=C1)N)=O 5,7-di(4-aminophenyloxy)-coumarin